N1-lauryl-N3,N3-dimethylpropane-1,3-diamine C(CCCCCCCCCCC)NCCCN(C)C